3-(2,6-dimethoxyphenyl)-1-{[2-(trimethylsilyl)ethoxy]methyl}pyrrolo[2,3-b]pyridin-6-amine COC1=C(C(=CC=C1)OC)C1=CN(C2=NC(=CC=C21)N)COCC[Si](C)(C)C